ClC1=C(C=CC=C1)C1=C(C=CC(=C1)C#N)S(=O)(=O)N1CCC(CC1)(C(=O)N[C@H](C)\C=C\C(=O)N1CC(C1)(F)F)F (R,E)-1-((2'-chloro-5-cyano-[1,1'-biphenyl]-2-yl)sulfonyl)-N-(5-(3,3-difluoroazetidin-1-yl)-5-oxopent-3-en-2-yl)-4-fluoropiperidine-4-carboxamide